(E)-2-(4-chloro-2-thienylcarbonylamino)-5,5-dimethyl-3-hexenoic acid ClC=1C=C(SC1)C(=O)NC(C(=O)O)\C=C\C(C)(C)C